4-Oxocyclohexaneacetamide O=C1CCC(CC1)CC(=O)N